chromium carbon tert-Butyl 3-[(hydroxyimino)methyl]-2-(pent-3-yn-1-yl)-2,4,6,7-tetrahydro-5H-pyrazolo[4,3-c]-pyridine-5-carboxylate ON=CC=1N(N=C2C1CN(CC2)C(=O)OC(C)(C)C)CCC#CC.[C].[Cr]